(2S,4R)-tert-Butyl 4-fluoro-2-formylpyrrolidine-1-carboxylate F[C@@H]1C[C@H](N(C1)C(=O)OC(C)(C)C)C=O